(3R)-3-cyclopropyl-1-[2-(1-methylpyrazol-4-yl)-1H-pyrrolo[2,3-b]pyridin-4-yl]-2-oxopyrrolidine-3-carbonitrile C1(CC1)[C@@]1(C(N(CC1)C1=C2C(=NC=C1)NC(=C2)C=2C=NN(C2)C)=O)C#N